(1R,2S,SR)-1'-(3-(3,4-dihydro-1,5-naphthyridin-1(2H)-yl)-1H-pyrazolo[3,4-b]pyrazin-6-yl)spiro[bicyclo[3.1.0]hexane-3,4'-piperidin]-2-amine N1(CCCC2=NC=CC=C12)C1=NNC2=NC(=CN=C21)N2CCC1(CC2)[C@H]([C@@H]2C[C@H]2C1)N |&1:28|